FC1(CC1)CNCC1=CC(=C2CN(C(C2=C1)=O)C1=CC(=CC=C1)C1(CC(C1)OC)C1=NN=CN1C)C(F)(F)F 6-((((1-fluorocyclopropyl)-methyl)amino)methyl)-2-(3-((1r,3r)-3-methoxy-1-(4-methyl-4H-1,2,4-triazol-3-yl)cyclobutyl)phenyl)-4-(trifluoromethyl)isoindolin-1-one